C1(CC2C(CC1)O2)COC(CCCCC(=O)OCC2CC1C(CC2)O1)=O Bis((3,4-epoxycyclohexyl)-methyl)adipate